P(O)(=O)(OP(=O)(O)OP(=O)(O)O)OC[C@@H]1[C@H]([C@H]([C@@H](O1)N1C(=O)N=C(N)C=C1)F)O 2'-fluoro-2'-deoxycytidine 5'-triphosphate